N-(3-(5-(2-chloro-4-methoxyphenyl)-1H-pyrrolo[2,3-b]pyridine-3-carbonyl)-2-fluorophenyl)-1-phenylmethanesulfonamide ClC1=C(C=CC(=C1)OC)C=1C=C2C(=NC1)NC=C2C(=O)C=2C(=C(C=CC2)NS(=O)(=O)CC2=CC=CC=C2)F